1-(2-(2-cyclohexylethoxy)-4-nitrophenyl)-4-methylpiperazine C1(CCCCC1)CCOC1=C(C=CC(=C1)[N+](=O)[O-])N1CCN(CC1)C